SCCC[Si](OC)(OC)OC gamma-mercaptopropyltrimethoxysilane